N-(1-((1s,4s)-4-isopropylcyclohexyl)-2-(2-(methylsulfonamido)ethyl)-3-oxo-2,3-dihydro-1H-spiro[isoquinoline-4,4-piperidin]-7-yl)acetamide C(C)(C)C1CCC(CC1)C1N(C(C2(CCNCC2)C2=CC=C(C=C12)NC(C)=O)=O)CCNS(=O)(=O)C